FC(OC=1C=CC(=C(C1)N1C(C(C=2C1=NC=C(C2)C(=O)NC2(CS(C2)(=O)=O)C)(C)C)=O)F)F 1-[5-(difluoromethoxy)-2-fluoro-phenyl]-3,3-dimethyl-N-(3-methyl-1,1-dioxo-thietan-3-yl)-2-oxo-pyrrolo[2,3-b]pyridine-5-carboxamide